1-(5-(4-amino-5-(3-methoxy-4-(6-methylpyridin-2-yloxy)phenyl)-7-methyl-7H-pyrrolo[2,3-d]pyrimidin-6-yl)isoindolin-2-yl)prop-2-en-1-one NC=1C2=C(N=CN1)N(C(=C2C2=CC(=C(C=C2)OC2=NC(=CC=C2)C)OC)C=2C=C1CN(CC1=CC2)C(C=C)=O)C